COC(C1=CC=C(C=C1)C=NNC(COCC(=O)NN=CC1=CC=C(C=C1)C(OC)O)=O)=O methyl-4-[[[2-[2-[2-[[4-(hydroxy(methoxy) methyl)phenyl] methylidene] hydrazinyl]-2-oxoethoxy]acetyl] hydrazinylidene] methyl]benzoate